3-(cyclopropylcarbamoyl)phenylboronic acid C1(CC1)NC(=O)C=1C=C(C=CC1)B(O)O